2-(2-chlorophenyl)-N-[4-(2-cyclopropylpyrimidin-5-yl)-3-{[(dimethylamino)methylidene]sulfamoyl}phenyl]acetamide ClC1=C(C=CC=C1)CC(=O)NC1=CC(=C(C=C1)C=1C=NC(=NC1)C1CC1)S(N=CN(C)C)(=O)=O